CC1(CCC=C1O[Si](C)(C)C)C ((5,5-Dimethylcyclopent-1-en-1-yl)oxy)trimethylsilane